CC1=CC=C(C=C1)S(=O)(=O)[O-].[K+] potassium toluene-4-sulfonate